calcium beta-hydroxybutyrate salt OC(CC(=O)[O-])C.[Ca+2].OC(CC(=O)[O-])C